ClC1=NC=CC(=C1)OC1=C(C=C(C=O)C=C1F)F 4-[(2-chloro-4-pyridyl)oxy]-3,5-difluoro-benzaldehyde